4-amino-3-methoxyphenol hydrochloride Cl.NC1=C(C=C(C=C1)O)OC